N-isopropyl-8-(spiro[2.5]oct-5-en-6-yl)quinoline-3-carboxamide C(C)(C)NC(=O)C=1C=NC2=C(C=CC=C2C1)C1=CCC2(CC2)CC1